C(C)(C)(C)OC(C1=CC(=CC=C1)OC)=O 3-methoxybenzoic acid tert-butyl ester